ethyl 5-methyl-4-oxo-4,5-dihydro-3H-pyrrolo[2,3-c]quinoline-1-carboxylate CN1C(C2=C(C=3C=CC=CC13)C(=CN2)C(=O)OCC)=O